(3E)-6-bromo-3-hexenyloxymethylether BrCC/C=C/CCOCOCOCC\C=C\CCBr